C(CCCCCCC)N(CN1N=NC2=C1C=CC=C2)CCCCCCCC N,N-dioctyl-1H-benzotriazole-1-methanamine